O[C@H]1C[C@H](N(C1)C1=NC=C(C(=C1)C=C)C)C(=O)N(C=1C=C(C=CC1)C)C (2S,4S)-4-hydroxy-N-methyl-1-(5-methyl-4-vinyl-2-pyridinyl)-N-(m-tolyl)pyrrolidine-2-carboxamide